[4-(5-Hydroxypyridin-2-yl)-piperazin-1-yl]-(1H-indol-3-yl)-methanone OC=1C=CC(=NC1)N1CCN(CC1)C(=O)C1=CNC2=CC=CC=C12